C1=CC=C2C=C3C=CC=C4C5=C6C7=C8C(C=CC=C8C5=C1C2=C34)=CC7=CC=C6 DIINDENO[7,1,2-GHI:7',1',2'-PQR]CHRYSENE